Furan-3-Amine O1C=C(C=C1)N